(R)-1-(2-fluoropyridin-3-yl)ethyl (4-(5-aminopyridin-2-yl)-1-methyl-1H-1,2,3-triazol-5-yl)carbamate NC=1C=CC(=NC1)C=1N=NN(C1NC(O[C@H](C)C=1C(=NC=CC1)F)=O)C